Methyl-N-[(E,1S)-6-(dimethylamino)-1-[[1-[(6-fluoro-7-isobutyl-3-methyl-1H-pyrrolo[3,2-b]pyridin-2-yl)methyl]-2-oxo-3-pyridyl]carbamoyl]-6-oxo-hex-4-enyl]carbamat COC(N[C@@H](CC\C=C\C(=O)N(C)C)C(NC=1C(N(C=CC1)CC1=C(C2=NC=C(C(=C2N1)CC(C)C)F)C)=O)=O)=O